tert-butyl (S)-3-(5-(3-morpholinophenyl)-3-ureidothiophene-2-carboxamido)piperidine-1-carboxylate O1CCN(CC1)C=1C=C(C=CC1)C1=CC(=C(S1)C(=O)N[C@@H]1CN(CCC1)C(=O)OC(C)(C)C)NC(=O)N